1-(2-Nitrophenyl)-1,3-propanediol [N+](=O)([O-])C1=C(C=CC=C1)C(CCO)O